C(CC)C(CCN)N propyl-1,3-propanediamine